7-((1R,5S,6s)-3-oxabicyclo[3.1.0]hexan-6-yl)-4,4-difluoro-2-(1H-pyrazol-4-yl)-4,5,7,8-tetrahydro-3H-1-thia-5a,8-diazabenzo[cd]azulen-9(6H)-one [C@@H]12COC[C@H]2C1C1CN2C=3C(=C(SC3C(N1)=O)C=1C=NNC1)CC(C2)(F)F